CC1(O)CCC(C(=C)C)CC1 Beta-terpineol